trans-4-(3,4-dihydroisoquinolin-2(1H)-yl)-1-(6-((4-(oxetan-3-yl)phenyl)amino)pyrimidin-4-yl)piperidin-3-ol C1N(CCC2=CC=CC=C12)[C@H]1[C@@H](CN(CC1)C1=NC=NC(=C1)NC1=CC=C(C=C1)C1COC1)O